FC1=CC(NC=C1)=O 4-fluoro-2-oxopyridin